N-(3-morpholinophenyl)pyridin-4-amine O1CCN(CC1)C=1C=C(C=CC1)NC1=CC=NC=C1